Methyl 5-(5-(oxazol-5-yl)thiophen-2-yl)-2H-1,2,6-thiadiazine-3-carboxylate 1,1-dioxide O1C=NC=C1C1=CC=C(S1)C=1C=C(NS(N1)(=O)=O)C(=O)OC